Cl.C(=O)(OC(C)(C)C)NCCCN N-Boc-1,3-diaminopropane hydrochloride